2-cyclobutoxy-N-(2'-(4,4-difluorocyclohexyl)-3-fluoro-[2,4'-bipyridin]-3'-yl)pyrimidine C1(CCC1)OC1N(C=CC=N1)C=1C(=NC=CC1C1=NC=CC=C1F)C1CCC(CC1)(F)F